tert-Butyl Nα-(((9H-fluoren-9-yl)methoxy)carbonyl)-Nα-methyl-1-((6-methylpyridin-2-yl)methyl)-L-tryptophyl-L-leucinate C1=CC=CC=2C3=CC=CC=C3C(C12)COC(=O)N([C@@H](CC1=CN(C2=CC=CC=C12)CC1=NC(=CC=C1)C)C(=O)N[C@@H](CC(C)C)C(=O)OC(C)(C)C)C